N,N-dimethyl-1-{[8-(2-octylcyclopropyl)octyl]oxy}-3-(octyloxy)propane-2-amine CN(C(COCCCCCCCCC1C(C1)CCCCCCCC)COCCCCCCCC)C